C1(CC1)CCC(C1=CC=NC=C1)(N[S@](=O)C(C)(C)C)C=1C=CC(=C(C1)NC(=O)[C@@H]1NC[C@@H](C1)OC)F (2R,4R)-N-(5-(3-cyclopropyl-1-((R)-1,1-dimethylethylsulfinamido)-1-(pyridin-4-yl)propyl)-2-fluorophenyl)-4-methoxypyrrolidine-2-carboxamide